tert-butyl 2-(7-((tert-butoxycarbonyl) (4-(pyridin-2-yl) benzyl) amino)-3-cyclopropylpyrazolo[1,5-a]pyrimidin-5-yl)-2,7-diazaspiro[3.5]nonane-7-carboxylate C(C)(C)(C)OC(=O)N(C1=CC(=NC=2N1N=CC2C2CC2)N2CC1(C2)CCN(CC1)C(=O)OC(C)(C)C)CC1=CC=C(C=C1)C1=NC=CC=C1